CC1=CC=2N(C=C1C=1CCN(CC1)C(=O)OC(C)(C)C)N=CN2 tert-Butyl 4-(7-methyl-[1,2,4]triazolo[1,5-a]pyridin-6-yl)-3,6-dihydro-2H-pyridine-1-carboxylate